(2S,4R)-4-[4-(1-methyl-1H-pyrazol-4-yl)-2-trifluoromethyl-benzenesulfonyl]-1-(1-trifluoromethyl-cyclopropanecarbonyl)-pyrrolidine-2-carboxylic acid (1-cyanocyclopropyl)-amide C(#N)C1(CC1)NC(=O)[C@H]1N(C[C@@H](C1)S(=O)(=O)C1=C(C=C(C=C1)C=1C=NN(C1)C)C(F)(F)F)C(=O)C1(CC1)C(F)(F)F